CNC1CCCC=2C(=NOC21)C=2C=NN(C2)C N-methyl-3-(1-methyl-1H-pyrazol-4-yl)-4,5,6,7-tetrahydrobenzo[d]isoxazol-7-amine